CC1=NOC(=C1C1=CC=C2C=3N([C@H](COC31)C3=NC=CC=C3)C(=N2)N2C[C@@H](CC2)N(S(=O)(=O)C)C)C N-{(3R)-1-[(4S)-7-(3,5-dimethylisoxazol-4-yl)-4-pyridin-2-yl-4,5-dihydroimidazo[1,5,4-de][1,4]benzoxazin-2-yl]pyrrolidin-3-yl}-N-methylmethanesulfonamide